(E)-3-(4-(methylsulfonyl)styryl)thiophene CS(=O)(=O)C1=CC=C(/C=C/C2=CSC=C2)C=C1